5-amino-3-(2-(4-(2,4-difluoro-5-(((3S,4R)-4-fluoropyrrolidin-3-yl)oxy)phenyl)piperazin-1-yl)ethyl)-8-(furan-2-yl)thiazolo[5,4-e][1,2,4]triazolo[1,5-c]pyrimidin-2(3H)-one NC1=NC2=C(C=3N1N=C(N3)C=3OC=CC3)SC(N2CCN2CCN(CC2)C2=C(C=C(C(=C2)O[C@H]2CNC[C@H]2F)F)F)=O